FC=1C=C(C=CC1)CNC(=O)C1CCN(CC1)[C@H](C)C1=CC=C(C2=CC=CC=C12)C#CC1CCN(CC1)C(=O)OC(C)(C)C tert-butyl 4-[2-[4-[(1R)-1-[4-[(3-fluorophenyl)methylcarbamoyl]-1-piperidyl]ethyl]-1-naphthyl]ethynyl]piperidine-1-carboxylate